FC(OC=1C=CC(=C(C1)C1=NN(C=2C[C@@H](CCC12)C(=O)NC1(CS(C1)(=O)=O)C)[C@@H](C(F)F)C)F)F (R)-3-(5-(difluoromethoxy)-2-fluorophenyl)-1-((R)-1,1-difluoropropan-2-yl)-N-(3-methyl-1,1-dioxidothietan-3-yl)-4,5,6,7-tetrahydro-1H-indazole-6-carboxamide